Ethyl 3-(bis(4-methoxybenzyl)amino)-2-chloro-5-fluoro-6-(5-methyl-1-(tetrahydro-2H-pyran-2-yl)-1H-indazol-4-yl)isonicotinate COC1=CC=C(CN(C2=C(C(=O)OCC)C(=C(N=C2Cl)C2=C3C=NN(C3=CC=C2C)C2OCCCC2)F)CC2=CC=C(C=C2)OC)C=C1